(4-bromophenyl)-1-(2-methoxyethyl)-4-(trifluoromethyl)-1H-imidazole BrC1=CC=C(C=C1)C=1N(C=C(N1)C(F)(F)F)CCOC